BrC=1C=C(C=CC1)C1(CC(C1)OC(F)F)C1=NN=CN1C 3-(1-(3-bromophenyl)-3-(difluoromethoxy)cyclobutyl)-4-methyl-4H-1,2,4-triazole